4-(((1R,2S)-2-((tert-butyldimethylsilyl)oxy)-1-(5-(4-(((tert-butyldimethylsilyl)oxy)methyl)phenyl)-1,3,4-oxadiazol-2-yl)propyl)amino)-2-chloro-3-methylbenzonitrile [Si](C)(C)(C(C)(C)C)O[C@H]([C@H](C=1OC(=NN1)C1=CC=C(C=C1)CO[Si](C)(C)C(C)(C)C)NC1=C(C(=C(C#N)C=C1)Cl)C)C